N-(1-(trifluoromethyl)cyclopropyl)pyridazine-3-carboxamide FC(C1(CC1)NC(=O)C=1N=NC=CC1)(F)F